CC1=CC=C(C=C1)NC(=S)N p-tolylthiourea